NC1=C(N(S(=O)(=O)C2=C(C=C(C=C2)N2C=NC(=C2)C)C)CC(=O)OCC)C(=CC=C1)C ethyl 2-(2-amino-6-methyl-N-[2-methyl-4-(4-methylimidazol-1-yl)phenyl]sulfonyl-anilino)acetate